C(CCCCC(C)(C)C)(=O)[O-].[Ag+] silver neononanoate